6-chloro-N-(3,5-difluoro-6-methoxypyridin-2-yl)-1H-indole-3-sulfonamide ClC1=CC=C2C(=CNC2=C1)S(=O)(=O)NC1=NC(=C(C=C1F)F)OC